SCC(C)(C)OCCC(OC1OCCCC1)C=1C=C(C=CC1)CCC(=O)OCC ethyl 3-(3-(3-((1-mercapto-2-methylpropan-2-yl)oxy)-1-((tetrahydro-2H-pyran-2-yl)oxy)propyl)phenyl)propanoate